7-(6-methylpyridin-3-yl)-4-phenyl-3,4-dihydro-1H-benzo[4,5]imidazo[2,1-c][1,4]oxazine CC1=CC=C(C=N1)C1=CC2=C(N=C3COCC(N32)C3=CC=CC=C3)C=C1